IC1=C(N)C=C(C=C1I)I 2,3,5-triiodoaniline